monofluoroethylene carbonate C1(OC(CO1)F)=O